(±)-1-(2-(difluoromethoxy)pyridin-4-yl)ethane-1-amine hydrochloride Cl.FC(OC1=NC=CC(=C1)[C@@H](C)N)F |r|